N-{[4-(5-chloro-3-methylpyridine-2-sulfonyl)phenyl]methyl}furo[2,3-c]pyridine-2-carboxamide ClC=1C=C(C(=NC1)S(=O)(=O)C1=CC=C(C=C1)CNC(=O)C1=CC=2C(=CN=CC2)O1)C